ClC(Cl)(Cl)OC(=O)N1CC2=CC(=CC=C2C1)C(=O)N1CC2=CC=CC=C2C[C@H]1C 6-[(3R)-3-methyl-1,2,3,4-tetrahydroisoquinoline-2-carbonyl]-2,3-dihydro-1H-isoindole-2-carboxylic acid trichloromethyl ester